Cl.ClCC1=NN(C=N1)C 3-chloromethyl-1-methyl-1H-1,2,4-triazole hydrochloride